N1(CCCC1)C(=O)[C@@H]1CCC2=NN(C(N21)=O)CC2=CC(=CC=C2)C(F)(F)F (5S)-5-(Pyrrolidin-1-ylcarbonyl)-2-[3-(trifluoromethyl)benzyl]-2,5,6,7-tetrahydro-3H-pyrrolo[2,1-c][1,2,4]triazol-3-one